dimethoxybenzoxazole phosphorus nitrogen [N].[P].COC1=CC=CC2=C1N=C(O2)OC